NC1=CC2=C(OCC(CN2)OCC(=O)OCC)C=C1 7-amino-2,3,4,5-tetrahydro-3-ethoxycarbonylmethoxybenzo[b][1,4]oxazepine